FC=1C=C(C=CC1C(F)(F)F)N1N=C2N=CN=C(C2=C1)N1CN(CCC1)C(=O)NCC1=CC=C(C=C1)S 3-(2-(3-fluoro-4-(trifluoromethyl)phenyl)-2H-pyrazolo[3,4-d]pyrimidin-4-yl)-N-(4-mercaptobenzyl)tetra-hydropyrimidine-1(2H)-carboxamide